F\C=C(\CNC([O-])=O)/COC=1C=C2CCN(C(C2=CC1)=O)CC(NCC(F)(F)F)=O N-[(Z)-3-fluoro-2-[[1-oxo-2-[2-oxo-2-(2,2,2-trifluoroethylamino)ethyl]-3,4-dihydroisoquinolin-6-yl]oxymethyl]allyl]carbamate